2-chloro-5-methyl-4-[[4-[4-(trifluoromethyl)-1-(2,2,2-trifluoro-1-methyl-ethyl)imidazol-2-yl]phenyl]methoxy]pyrimidine ClC1=NC=C(C(=N1)OCC1=CC=C(C=C1)C=1N(C=C(N1)C(F)(F)F)C(C(F)(F)F)C)C